7-((5-hydroxy-4-oxo-4H-pyran-2-yl)methoxy)-4,8-dimethylcoumarin OC=1C(C=C(OC1)COC1=CC=C2C(=CC(OC2=C1C)=O)C)=O